BrC1=CC2=C(N=C(S2)N)C(=C1)F 6-bromo-4-fluoro-benzo[d]thiazol-2-amine